FC(C1=CC2=C(N=C(N=C2)NC=2C=NN(C2)C2CCN(CC2)C)C(=N1)N1CC2(C1)CC(C2)O)F 2-(6-(difluoromethyl)-2-((1-(1-methylpiperidin-4-yl)-1H-pyrazol-4-yl)amino)pyrido[3,4-d]pyrimidin-8-yl)-2-azaspiro[3.3]heptan-6-ol